N-(4-bromophenyl)sulfonyl-acetamide S-(p-tolyl)4-methoxythiobenzoate C1(=CC=C(C=C1)S=C(C1=CC=C(C=C1)OC)O)C.BrC1=CC=C(C=C1)S(=O)(=O)NC(C)=O